3-[(3-chlorobenzyl)oxy]-N-{(1S)-1-[1-(5-cyanopyridin-2-yl)-3-methyl-1H-1,2,4-triazol-5-yl]ethyl}-5-(trifluoromethyl)benzamide ClC=1C=C(COC=2C=C(C(=O)N[C@@H](C)C3=NC(=NN3C3=NC=C(C=C3)C#N)C)C=C(C2)C(F)(F)F)C=CC1